4-{[2-n-propyl-4-methyl-6-(1-methylbenzimidazol-2-yl)benzimidazol-1-yl]methyl}biphenyl-2-carboxylic acid C(CC)C1=NC2=C(N1CC=1C=C(C(=CC1)C1=CC=CC=C1)C(=O)O)C=C(C=C2C)C2=NC1=C(N2C)C=CC=C1